Cl.N[C@@H](CO)C1=CC=C(C=C1)N1N=CN=C1 (2R)-2-amino-2-[4-(1H-1,2,4-triazol-1-yl)phenyl]ethan-1-ol monohydrochloride